C(C)(C)C1=C(C(=CC(=C1)C(C)C)C(C)C)C1=C(SC(=C1)C1=CC=C(C=2C1=NN(N2)CCCCCCCC)C=O)C=2SC(=CC2C2=C(C=C(C=C2C(C)C)C(C)C)C(C)C)C2=CC=C(C=1C2=NN(N1)CCCCCCCC)C=O 7,7'-(3,3'-bis(2,4,6-triisopropylphenyl)-[2,2'-bithiophene]-5,5'-diyl)bis(2-octyl-2H-benzo[d][1,2,3]triazole-4-carbaldehyde)